[Si](C)(C)(C(C)(C)C)OCC#CC(=O)N(C)C 4-((tert-butyldimethylsilyl)oxy)-N,N-dimethylbut-2-ynamide